1-((2-oxo-2,3-dihydro-1H-benzo[d]imidazol-5-yl)carbamoyl)indoline-4-carboxylic acid O=C1NC2=C(N1)C=CC(=C2)NC(=O)N2CCC=1C(=CC=CC21)C(=O)O